3-((2-carbamoyl-phenyl)carbamoyl)pyrrolidine-1-carboxylic acid tert-butyl ester C(C)(C)(C)OC(=O)N1CC(CC1)C(NC1=C(C=CC=C1)C(N)=O)=O